(2S,3R)-1-(3-cyano-4,6-dimethylpyridin-2-yl)-3-hydroxy-N-methyl-N-(m-tolyl)pyrrolidine-2-carboxamide C(#N)C=1C(=NC(=CC1C)C)N1[C@@H]([C@@H](CC1)O)C(=O)N(C=1C=C(C=CC1)C)C